FC1=C(C=CC(=C1)S(=O)(=O)N1C[C@H](CC1)F)C1=NC2=CC(=CC=C2C(=C1)C)OCCNC(OC(C)(C)C)=O tert-Butyl {2-[(2-{2-fluoro-4-[(3S)-3-fluoropyrrolidine-1-sulfonyl]phenyl}-4-methylquinolin-7-yl)oxy]ethyl}carbamate